6-chloro-3-(1-tetrahydropyran-2-ylpyrazol-4-yl)-1-(1H-triazol-4-yl)indole ClC1=CC=C2C(=CN(C2=C1)C=1N=NNC1)C=1C=NN(C1)C1OCCCC1